ClC1=CC(=C(COC2=C(C=CC(=N2)N2C(CN(CC2)C(=O)OC(C)(C)C)=O)F)C=C1)F tert-butyl 4-(6-((4-chloro-2-fluorobenzyl) oxy)-5-fluoropyridin-2-yl)-3-oxopiperazine-1-carboxylate